C(C)(=O)O[C@H]1[C@@H](SC2=CC(=NC=C2)[N+](=O)[O-])O[C@@H]([C@@H]([C@@H]1N1N=NC(=C1)C1=CC(=C(C(=C1)F)F)F)OC(C)=O)COC(C)=O 2-nitropyridin-4-yl 2,4,6-tri-O-acetyl-3-deoxy-3-[4-(3,4,5-trifluorophenyl)-1H-1,2,3-triazol-1-yl]-1-thio-α-D-galactopyranoside